(E)-N-((3-bromopyridin-4-yl)methylene)-2-methylpropane-2-sulfinamide BrC=1C=NC=CC1\C=N\S(=O)C(C)(C)C